C1(CCCC1)C=1N(C(=C(C1C(=O)NC1=CC(=C(C=C1)F)C)C)C(C(=O)NC1CCC(CC1)O)=O)C 2-cyclopentyl-N-(4-fluoro-3-methylphenyl)-5-(2-(((1s,4s)-4-hydroxycyclohexyl)amino)-2-oxoacetyl)-1,4-dimethyl-1H-pyrrole-3-carboxamide